6-(1,3-dimethylbutylamino)-2,3,4,9-tetrahydro-1H-carbazole CC(CC(C)C)NC=1C=C2C=3CCCCC3NC2=CC1